6-(3',4'-dimethoxybiphenyl-4-yl)methoxy-2-[2-(N,N-dimethylamino)ethyl]Tetrahydronaphthalene tert-butyl-4-(2-(cyclohexyloxy)-4-(methoxycarbonyl)phenyl)piperidine-1-carboxylate C(C)(C)(C)OC(=O)N1CCC(CC1)C1=C(C=C(C=C1)C(=O)OC)OC1CCCCC1.COC=1C=C(C=CC1OC)C1=CC=C(C=C1)COC=1C=C2CCC(CC2=CC1)CCN(C)C